NCCCC(=O)O gamma-(amino)-butyric acid